NC1=NC=C(C=C1C=1C=C2CCNC(C2=CC1F)=O)C1=CC=C(C=C1)N1C=NN(CC1)C 6-(2-amino-5-(4-(1-methyl-5,6-dihydro-1,2,4-triazin-4(1H)-yl)phenyl)pyridin-3-yl)-7-fluoro-3,4-dihydroisoquinolin-1(2H)-one